OC(C)(C1C(C=C(C(C1)O)C)O)C 5-(1-Hydroxyl-methylethyl)-2-methyl-2-cyclohexene-1,4-diol